tert-Butyl N-[3-[(6-formyl-1,4-dimethyl-6,7-dihydro-5H-cyclopenta[c]pyridin-3-yl)oxy]propyl]carbamate C(=O)C1CC2=C(C(=NC(=C2C)OCCCNC(OC(C)(C)C)=O)C)C1